FC1=C(C=CC2=C1OC(N(C21CCC1)CC1=C(C(=NC=C1)NS(=O)(=O)NC)F)=O)OC=1N=NC=CC1 8-fluoro-3-{[3-fluoro-2-(methylaminosulfonylamino)-4-pyridyl]methyl}-7-(3-pyridazinyloxy)-2H,3H-spiro[1,3-benzoxazine-4,1'-cyclobutan]-2-one